ethyl 7-cyclobutyl-8-(hydroxymethyl)-2-methoxyquinoline-3-carboxylate C1(CCC1)C1=CC=C2C=C(C(=NC2=C1CO)OC)C(=O)OCC